NC1=C2C(=NC=N1)N(N=C2C2=CC=C(C=C2)OC2=CC=CC=C2)[C@H]2CN(CCC2)CC=2C=C1CN(C(C1=CC2F)=O)C2C(NC(CC2)=O)=O 3-(5-(((R)-3-(4-amino-3-(4-phenoxyphenyl)-1H-pyrazolo[3,4-d]pyrimidin-1-yl)piperidine-1-yl)methyl)-6-fluoro-1-oxoisoindolin-2-yl)piperidine-2,6-dione